5-[[2,4-difluoro-5-[2-(2-hydroxyethoxy)phenyl]phenyl]sulfamoyl]-6-methoxy-pyridine-3-carboxylic acid FC1=C(C=C(C(=C1)F)C1=C(C=CC=C1)OCCO)NS(=O)(=O)C=1C=C(C=NC1OC)C(=O)O